3-(4-bromo-2-fluorobenzyl)azetidine, hydrochloride Cl.BrC1=CC(=C(CC2CNC2)C=C1)F